2,4-bis{N-[1-(2-hydroxy-2-methylpropoxy)-2,2,6,6-tetramethylpiperidine-4-yl]-N-butylamino}-6-(2-hydroxy-ethylamino)-S-triazine OC(CON1C(CC(CC1(C)C)N(CCCC)C1=NC(=NC(=N1)N(C1CC(N(C(C1)(C)C)OCC(C)(O)C)(C)C)CCCC)NCCO)(C)C)(C)C